C1(CCCC1)OC=1C=C(C=CC1OC)C1CC(N(C1)C(=O)O)=O 4-(3-Cyclopentyloxy-4-methoxyphenyl)-2-oxo-pyrrolidine-1-carboxylic acid